7-((adamantan-1-yl)(methyl)amino)-N-(3-(2,6-dioxopiperidin-3-yl)-1-methyl-1H-indazol-7-yl)heptanamide methyl-5-(1-((tert-butyldimethylsilyl)oxy)cyclopropyl)picolinate COC(C1=NC=C(C=C1)C1(CC1)O[Si](C)(C)C(C)(C)C)=O.C12(CC3CC(CC(C1)C3)C2)N(CCCCCCC(=O)NC=2C=CC=C3C(=NN(C23)C)C2C(NC(CC2)=O)=O)C